Benzyl (4-(azetidin-3-yloxy)butyl)carbamate N1CC(C1)OCCCCNC(OCC1=CC=CC=C1)=O